2-((3-(2-(5-bromo-2-oxopyridin-1(2H)-yl)propanoyl)-2,5-dimethyl-1H-pyrrol-1-yl)methyl)benzonitrile BrC=1C=CC(N(C1)C(C(=O)C1=C(N(C(=C1)C)CC1=C(C#N)C=CC=C1)C)C)=O